CN(CCCN(C(CCCCCCCCC(=O)OC(CCCCCC)CCCCCC)CCCCCCCCC(=O)OC(CCCCCC)CCCCCC)CCC(=O)OCCOC(CCCCCCCC)=O)C di(tridecan-7-yl) 10-((3-(dimethylamino)propyl)(3-(2-(nonanoyloxy)ethoxy)-3-oxopropyl)amino)nonadecanedioate